(difluoromethyl)-3-((1-((2-methoxypyridin-3-yl)methyl)-6-oxo-4-(perfluoroethyl)-1,6-dihydropyrimidin-5-yl)oxy)-2-methylbenzonitrile FC(F)C1=C(C(=C(C#N)C=C1)C)OC1=C(N=CN(C1=O)CC=1C(=NC=CC1)OC)C(C(F)(F)F)(F)F